C(C)OC(CCN(C(=O)C1=CC2=C(S1)C=C(C(=C2)OCCCOC=2C(=CC1=C(SC(=C1)C(CCC(=O)OCC)=O)C2)OC)OC)C)=O ethyl 4-(6-(3-((2-((3-ethoxy-3-oxopropyl) (methyl) carbamoyl)-6-methoxybenzo[b]thiophen-5-yl) oxy) propoxy)-5-methoxybenzo[b]thiophen-2-yl)-4-oxobutyrate